BrC1=NN2C=NC(=C(C2=N1)OC)C=1C=NN(C1)C(C)OCC 2-Bromo-7-(1-(1-ethoxyethyl)-1H-pyrazol-4-yl)-8-methoxy-[1,2,4]triazolo[1,5-c]pyrimidine